ClC1=CN=C(S1)C=NS(=O)C(C)(C)C N-((5-chlorothiazol-2-yl)methylene)-2-methylpropan-2-sulfinamide